C1(CC1)S(=O)(=O)NC1=CC(=NC=C1)[C@H](C[C@@H]1NCCCC1)NC(=O)C=1SC(=CN1)C1=NC(=CN=C1)OCC N-((S)-1-(4-(cyclopropanesulfonamido)pyridin-2-yl)-2-((R)-piperidin-2-yl)ethyl)-5-(6-ethoxypyrazin-2-yl)thiazole-2-carboxamide